(4-ethyl-2-(2-isopropylphenyl)piperazin-1-yl)-7-azaspiro[3.5]nonane C(C)N1CC(N(CC1)C1CCC12CCNCC2)C2=C(C=CC=C2)C(C)C